2-amino-4-methylbenzo[d]thiazole-6-carboxylic acid methyl ester COC(=O)C1=CC2=C(N=C(S2)N)C(=C1)C